(R)-2-chloro-4-(3-Methylmorpholinyl)-7-(2-(methylsulfonyl)propan-2-yl)thieno[3,2-d]pyrimidine-6-carbonitrile ClC=1N=C(C2=C(N1)C(=C(S2)C#N)C(C)(C)S(=O)(=O)C)N2[C@@H](COCC2)C